C1(CCC1)N1N=CC(=C1)N1C(SC=C1)C=1C=NN(C1)C(F)F N-(1-cyclobutyl-1H-pyrazol-4-yl)-2-[1-(difluoromethyl)-1H-pyrazol-4-yl]-1,3-thiazole